(3-methyl-5-(trifluoromethyl)phenyl)acetamide CC=1C=C(C=C(C1)C(F)(F)F)CC(=O)N